FC=1C=C(C(N)C(=O)OCC)C=CC1 ethyl 3-fluorophenylglycinate